(E)-3-(4-(6-(4-Amino-4-methylpiperidin-1-yl)-5-cyano-4-(4-cyano-3-fluorophenyl)pyridin-3-yl)-2-hydroxyphenyl)-N-hydroxyacrylamide formate C(=O)O.NC1(CCN(CC1)C1=C(C(=C(C=N1)C1=CC(=C(C=C1)/C=C/C(=O)NO)O)C1=CC(=C(C=C1)C#N)F)C#N)C